4-(cyclopropylmethoxy)-N-methylaniline C1(CC1)COC1=CC=C(NC)C=C1